4-amino-1-(4-(pyrrolidin-1-ylmethyl)benzyl)-1H-imidazo[4,5-c]quinoline-2-carboxylic acid NC1=NC=2C=CC=CC2C2=C1N=C(N2CC2=CC=C(C=C2)CN2CCCC2)C(=O)O